tert-Butyl 2-((((9H-fluoren-9-yl)methoxy) carbonyl)(methyl)amino)-4-(3,4-dimethoxyphenyl)butanoate C1=CC=CC=2C3=CC=CC=C3C(C12)COC(=O)N(C(C(=O)OC(C)(C)C)CCC1=CC(=C(C=C1)OC)OC)C